7,8,9-tri-O-acetyl-5-N-glycolyl-neuraminic acid C(C)(=O)O[C@@H]([C@H]1[C@@H]([C@H](CC(C(O)=O)(O)O1)O)NC(CO)=O)[C@H](OC(C)=O)COC(C)=O